C[C@H]1N(C[C@H]1N1CCN(CC1)C(=O)OC(C)(C)C)C1=NC(=NC(=C1)N1CCC2(C(CCO2)=C)CC1)C(F)(F)F tert-Butyl 4-((2R,3R)-2-methyl-1-(6-(4-methylene-1-oxa-8-azaspiro[4.5]decan-8-yl)-2-(trifluoromethyl)pyrimidin-4-yl)azetidin-3-yl)piperazine-1-carboxylate